tert-butyl ((1S)-2-((4-(1-(((S)-2-amino-3,3,3-trifluoropropyl)amino)-2-methoxyethyl)pyridin-2-yl)amino)-1-((1r,4S)-4-methylcyclohexyl)-2-oxoethyl)carbamate N[C@@H](CNC(COC)C1=CC(=NC=C1)NC([C@H](C1CCC(CC1)C)NC(OC(C)(C)C)=O)=O)C(F)(F)F